6-{[3-(2,3-dichloro-6-fluorophenyl)-1-(prop-2-enoyl)azetidin-3-yl]amino}-8-fluoro-3-(2H-pyrazol-3-yl)quinazolin-4-one ClC1=C(C(=CC=C1Cl)F)C1(CN(C1)C(C=C)=O)NC=1C=C2C(N(C=NC2=C(C1)F)C=1NN=CC1)=O